FC1=C(C=CC=C1F)C(C)(C)C1(NC(=NC(=N1)C1=CC=C2C=NN(C2=C1)C1OCCCC1)N)N 4-[1-(2,3-Difluorophenyl)-1-methyl-ethyl]-6-(1-tetrahydropyran-2-ylindazol-6-yl)-1,3,5-triazine-2,4-diamine